C1(CC1)C(=O)N1N=C(CC1)NC1=CC(=C(C=N1)C(CC)=O)NC1=C(C(=CC=C1)C1=NN(C=N1)C)OC 1-(6-((1-(cyclopropanecarbonyl)-4,5-dihydro-1H-pyrazol-3-yl)amino)-4-((2-methoxy-3-(1-methyl-1H-1,2,4-triazol-3-yl)phenyl)amino)pyridin-3-yl)propan-1-one